2-(2-((4-fluorobenzyl)thio)-4H-imidazo[4,5-b]pyridin-4-yl)-N-phenylbutylamine FC1=CC=C(CSC2=NC=3C(N(C=CC3)C(CNC3=CC=CC=C3)CC)=N2)C=C1